5-amino-N-[2-(3-amino-4-methoxy-3-methylpyrrolidin-1-yl)-5,6,7,8-tetrahydroquinolin-6-yl]-2-methylthieno[2,3-d]pyrimidine-6-carboxamide NC1=C(SC=2N=C(N=CC21)C)C(=O)NC2CC=1C=CC(=NC1CC2)N2CC(C(C2)OC)(C)N